C(C)(=O)C1=NN(C2=CC=C(C=C12)C=1C=NC=CC1)CC(=O)N1[C@@H](CC1)C(=O)NC1=NC(=CC=C1)C (S)-1-(2-(3-acetyl-5-(pyridin-3-yl)-1H-indazol-1-yl)acetyl)-N-(6-methylpyridin-2-yl)azetidine-2-carboxamide